ClC1=C(OC2=CC(=C(C=C2)NC(=O)C=2C(=C(C(=O)N)C(=CC2)F)F)F)C=CC(=C1)C(F)(F)F [[4-[2-Chloro-4-(trifluoromethyl)phenoxy]-2-fluorophenyl]carbamoyl]-2,6-difluorobenzamid